3-((5-(2-aminopropan-2-yl)-1-(3-(methylsulfonyl)propyl)-1H-indol-2-yl)methyl)-5-fluoro-1-(2,2,2-trifluoroethyl)-1,3-dihydro-2H-benzo[d]imidazol-2-one NC(C)(C)C=1C=C2C=C(N(C2=CC1)CCCS(=O)(=O)C)CN1C(N(C2=C1C=C(C=C2)F)CC(F)(F)F)=O